1-(1,2-dibromoethyl)-3-nitrobenzene BrC(CBr)C1=CC(=CC=C1)[N+](=O)[O-]